FC1=CC(=C(C=C1)N1C(C(=CC=C1)C(=O)NC=1C=NC(=CC1)C(C)(C)O)=O)OCC(F)(F)F 1-[4-fluoro-2-(2,2,2-trifluoroethoxy)phenyl]-N-[6-(2-hydroxypropan-2-yl)pyridin-3-yl]-2-oxo-1,2-dihydropyridine-3-carboxamide